ClC=1C=C(C(=O)NC=2N=CSC2C(=O)NCC2=C(C=CC=C2)F)C=C(C1O)Cl 4-(3,5-dichloro-4-hydroxybenzoamido)-N-(2-fluorobenzyl)thiazole-5-carboxamide